C(C)(C)C=1C=NN2C1N=C(C=C2N)C2=CC=CC=C2 3-isopropyl-5-phenyl-pyrazolo[1,5-a]Pyrimidin-7-amine